(6-(dimethylamino)-3-(dimethyliminio)-10,10-dimethyl-3,10-dihydroanthracen-9-yl)benzoate CN(C=1C=C2C(C3=CC(C=CC3=C(C2=CC1)OC(C1=CC=CC=C1)=O)=[N+](C)C)(C)C)C